BrC1=CC=C(OC[C@H]2O[C@@]3(C([C@@H]3OC2)(F)F)C)C=C1 (1s,3s,6r)-3-((4-bromophenoxy)methyl)-7,7-difluoro-1-methyl-2,5-dioxabicyclo[4.1.0]heptane